C1(CC1)N1N=CC(=C1)[C@H]1O[C@H](CN(C1)C=1N=C(C=2N=C(N(C(C2N1)=O)C)C)C1=C(C=C(C=C1)C(F)(F)F)F)C 6-((2r,6s)-2-(1-cyclopropyl-1H-pyrazol-4-yl)-6-methylmorpholino)-8-(2-fluoro-4-(trifluoromethyl)phenyl)-2,3-dimethylpyrimidino[5,4-d]pyrimidin-4(3H)-one